4-amino-N-((3S)-6-cyano-2,3-dihydro-1-benzofuran-3-yl)-7-fluoro-N,1-dimethyl-1H-pyrazolo[4,3-c]quinoline-8-carboxamide NC1=NC=2C=C(C(=CC2C2=C1C=NN2C)C(=O)N(C)[C@@H]2COC1=C2C=CC(=C1)C#N)F